FC1=C(C=CC=2OCCOC21)OC2CCN(CC2)C(=O)OC(C)(C)C tert-Butyl 4-[(5-fluoro-2,3-dihydro-1,4-benzodioxin-6-yl)oxy]piperidine-1-carboxylate